C[C@@]12CC[C@@H]3C4C=CC(O)=CC=4CC[C@H]3[C@@H]2CC[C@H]1O 17A-estradiol